(2-Dimethylamino-ethyl)-methyl-carbamic acid 2-chloro-6-oxo-1-propyl-8-[1-(3-trifluoromethyl-benzyl)-1H-pyrazol-4-yl]-1,6-dihydro-purin-7-ylmethyl ester ClC=1N(C(C=2N(C(=NC2N1)C=1C=NN(C1)CC1=CC(=CC=C1)C(F)(F)F)COC(N(C)CCN(C)C)=O)=O)CCC